C(=CCC)N Butenamin